[Na+].FCC(=O)[O-] FLUOROACETIC ACID, SODIUM SALT